(5,8-difluoro-6-quinolyl)boranediol FC1=C2C=CC=NC2=C(C=C1B(O)O)F